2-fluoro-N-(6-(2-(trifluoromethoxy)phenyl)benzo[d]thiazol-2-yl)cyclopropane-1-carboxamide FC1C(C1)C(=O)NC=1SC2=C(N1)C=CC(=C2)C2=C(C=CC=C2)OC(F)(F)F